FC=1C=C(CNC2=CC=C(C=C2)C2C(NC(CC2)=O)=O)C=CC1CN1CCCCC1 3-(4-((3-fluoro-4-(piperidin-1-ylmethyl)benzyl)amino)phenyl)piperidine-2,6-dione